3-((S)-1-(8-amino-1-methylimidazo[1,5-a]pyrazin-3-yl)ethyl)-5-chloro-6-fluoro-N-((cis)-4-hydroxycyclohexyl)-2-isopropoxybenzamide NC=1C=2N(C=CN1)C(=NC2C)[C@@H](C)C=2C(=C(C(=O)N[C@@H]1CC[C@@H](CC1)O)C(=C(C2)Cl)F)OC(C)C